C(C)(=O)O.NN hydrazine acetate salt